cyanoethane C(#N)CC